N(=[N+]=[N-])C=1C=C(C=CC1F)NC(=O)[C@@H]1S[C@](C[C@H]1C1=C(C(=C(C=C1)F)F)OC)(C(F)(F)F)C (2R,3S,5R)-N-(3-azido-4-fluorophenyl)-3-(3,4-difluoro-2-methoxyphenyl)-5-methyl-5-(trifluoromethyl)tetrahydrothiophene-2-carboxamide